BrCC=1C=CC=2C=3N(C(NC2C1)=O)C=C(N3)C 8-(bromomethyl)-2-methylimidazo[1,2-c]quinazolin-5(6H)-one